(S)-5-(2-Aminopropoxy)-2-methyl-N-(1-(7-vinylquinolin-5-yl)cyclopropyl)benzamide N[C@H](COC=1C=CC(=C(C(=O)NC2(CC2)C2=C3C=CC=NC3=CC(=C2)C=C)C1)C)C